CC1(COCCN1C1=NC=C2C(=N1)N(N=C2C=2C(=C(C(=C(C2)C(F)(F)F)F)O)F)C)C 3-(6-(3,3-Dimethylmorpholino)-1-methyl-1H-pyrazolo[3,4-d]pyrimidin-3-yl)-2,6-difluoro-5-(trifluoromethyl)phenol